ClC1=CC(=C(C=C1)N)N 4-Chloro-1,2-diaminobenzene